3-((E)-2-(furan-2-yl)vinyl)-6-(furan-2-ylmethylene)-5,5-dimethylcyclohex-2-en-1-one O1C(=CC=C1)/C=C/C1=CC(C(C(C1)(C)C)=CC=1OC=CC1)=O